[P].[Ca] monocalcium phosphorus